4-(1-butyl)-4,5-dihydro-7-hydroxy-N-(1-hydroxyadamantan-3-yl)-2-methyl-5-oxo-2H-pyrazolo[4,3-b]pyridin-6-carboxamide C(CCC)N1C=2C(C(=C(C1=O)C(=O)NC13CC4(CC(CC(C1)C4)C3)O)O)=NN(C2)C